3-(2,4-Difluorophenyl)-N-(4-methyl-3-(pyridin-4-yl)-1H-pyrazol-5-yl)propanamide FC1=C(C=CC(=C1)F)CCC(=O)NC1=C(C(=NN1)C1=CC=NC=C1)C